1-bromo-5-chloro-2-methyl-4-(1-methylcyclopent-3-en-1-yl)benzene BrC1=C(C=C(C(=C1)Cl)C1(CC=CC1)C)C